1-[(3S)-3-{2-[4-(trifluoromethyl)phenyl]ethynyl}pyrrolidin-1-yl]prop-2-en-1-one FC(C1=CC=C(C=C1)C#C[C@H]1CN(CC1)C(C=C)=O)(F)F